3,4-Difluoro-2-(2-fluoro-4-iodoanilino)-5-[[3-fluoro-2-(methylsulfamoylamino)pyridin-4-yl]methyl]-N-(2-hydroxyethoxy)benzamide FC=1C(=C(C(=O)NOCCO)C=C(C1F)CC1=C(C(=NC=C1)NS(NC)(=O)=O)F)NC1=C(C=C(C=C1)I)F